C(C)(C)(C)NS(=O)(=O)C=1C=C(C=CC1)NC1=NC(=NC=C1C)NC1=CC=C(C=C1)N1CCN(CC1)C(=O)N(C)C 4-(4-((4-((3-(N-(tert-butyl)sulfamoyl)phenyl)amino)-5-methylpyrimidin-2-yl)amino)phenyl)-N,N-dimethylpiperazine-1-carboxamide